(S)-7-((2-aminopyrimidin-4-yl)methyl)-6-chloro-4-(cyclopropylethynyl)-4-(trifluoro-methyl)-3,4-dihydroquinazolin-2(1H)-one NC1=NC=CC(=N1)CC1=C(C=C2[C@](NC(NC2=C1)=O)(C(F)(F)F)C#CC1CC1)Cl